C1(CC1)S(=O)(=O)C=1C=C(C=CC1)C=1C=C2C(=NC1)NC=C2 5-(3-(cyclopropylsulfonyl)phenyl)-1H-pyrrolo[2,3-b]pyridin